C1=CN(C(=O)N=C1N)[C@H]2[C@H]([C@@H]([C@H](O2)CO)O)O The molecule is a pyrimidine nucleoside in which cytosine is attached to D-arabinofuranose via a beta-N(1)-glycosidic bond. Used mainly in the treatment of leukaemia, especially acute non-lymphoblastic leukaemia, cytarabine is an antimetabolite antineoplastic agent that inhibits the synthesis of DNA. It also has antiviral and immunosuppressant properties. It has a role as an antineoplastic agent, an antimetabolite, an antiviral agent and an immunosuppressive agent. It is a beta-D-arabinoside, a pyrimidine nucleoside and a monosaccharide derivative. It derives from a cytosine.